C12(CC(C1)C2)NNC(C(=O)OCC)=N ethyl 2-(2-(bicyclo[1.1.1]pent-1-yl) hydrazino)-2-iminoacetate